C(C)(C)C1=CC=C(C=C1)SN1C(C2=CC=CC=C2C1=O)=O 2-((4-isopropylphenyl)thio)isoindoline-1,3-dione